1-[2-(aminomethyl)-3,3-difluoro-allyl]-4-[[3-(4-piperazin-1-ylphenyl)phenyl]methyl]tetrazol-5-one di-trifluoroacetate FC(C(=O)O)(F)F.FC(C(=O)O)(F)F.NCC(CN1N=NN(C1=O)CC1=CC(=CC=C1)C1=CC=C(C=C1)N1CCNCC1)=C(F)F